vinyltri(t-butoxy)tin C(=C)[Sn](OC(C)(C)C)(OC(C)(C)C)OC(C)(C)C